C(CCCCCCCCCCCCCCC)(=O)OC1CCCC1 Cyclopentyl Palmitate